O[C@@H](C)C=1C(=NC(=CC1)N1C=NC2=C1C=C(C=C2)NC=2N=NC(=CC2)C)N2N=C(C=C2C)C#N 1-[3-[(1S)-1-hydroxyethyl]-6-[6-[(6-methylpyridazin-3-yl)amino]benzimidazol-1-yl]-2-pyridinyl]-5-methyl-pyrazole-3-carbonitrile